3-(oxirane-2-yl-methoxyl)benzaldehyde O1C(C1)COC=1C=C(C=O)C=CC1